6-ethoxy-1,3-benzothiazole-4-carboxylic acid ethyl ester C(C)OC(=O)C=1C=C(C=C2C1N=CS2)OCC